CN1CN(C=C1)CC1=C(C=CC=C1)C 1-methyl-3-(2-methyl-benzyl)-imidazole